tert-butyl (6-(((S)-4-((tert-butoxycarbonyl)amino)-3,3-difluoropentyl)oxy)pyrazin-2-yl)(1-(tert-butyl)-3-((1S,3R)-3-((tert-butyldimethylsilyl)oxy)cyclopentyl)-1H-pyrazol-5-yl)carbamate C(C)(C)(C)OC(=O)N[C@H](C(CCOC1=CN=CC(=N1)N(C(OC(C)(C)C)=O)C1=CC(=NN1C(C)(C)C)[C@@H]1C[C@@H](CC1)O[Si](C)(C)C(C)(C)C)(F)F)C